[I-].CC1=C(C(=C(C=C1)P(C1=CC=CC=C1)C1=CC=CC=C1)CC)C=O methyl-formylethyl-triphenyl-phosphine iodide